bis(cyclopentyloxy) carbonate C(OOC1CCCC1)(OOC1CCCC1)=O